(6S)-6-[2-Chloro-3-(2-methyl-sulfonylanilino)phenyl]-2-imino-6-methyl-3-(tetrahydropyran-4-yl)hexahydropyrimidin-4-one ClC1=C(C=CC=C1NC1=C(C=CC=C1)S(=O)(=O)C)[C@@]1(CC(N(C(N1)=N)C1CCOCC1)=O)C